4-(1H-benzo[d]imidazol-2-yl)-2-(3,7-dimethylocta-2,6-dien-1-yl)-5-pentylbenzene-1,3-diol N1C(=NC2=C1C=CC=C2)C2=C(C(=C(C=C2CCCCC)O)CC=C(CCC=C(C)C)C)O